C(C1=CC=CC=C1)(=O)O[C@H]1[C@@H](O[C@H]([C@@H](C1)OC(C1=CC=CC=C1)=O)C)O[C@H](C)CCC=C (2R,3R,5R,6S)-2-(((R)-hex-5-en-2-yl) oxy)-6-methyltetrahydro-2H-pyran-3,5-diyl dibenzoate